FC=1C=C(C=C(C1)F)C1=CC(=CC=C1)C1NOCC1 3-(3',5'-difluoro-[1,1'-biphenyl]-3-yl)isoxazolidin